N-(4-fluoro-3-methoxy-phenyl)-3-[4-[(2-methoxyacetyl)amino]phenyl]-N,8-dimethyl-imidazo[1,2-a]pyrazine-6-carboxamide FC1=C(C=C(C=C1)N(C(=O)C=1N=C(C=2N(C1)C(=CN2)C2=CC=C(C=C2)NC(COC)=O)C)C)OC